CC1C(N=C(O1)C1=CC=CC=C1)O 5-methyl-2-phenyl-4,5-dihydro-oxazol-4-ol